5-(trifluoromethyl)-indol FC(C=1C=C2C=CNC2=CC1)(F)F